1-thiazol-2-yl-cyclohexan-1-ol S1C(=NC=C1)C1(CCCCC1)O